(prop-2-ylamino)methanoate CC(C)NC(=O)[O-]